tert-butyl 2-[4-[(5-cyclopentyl-1H-pyrazol-3-yl) amino] pyrimidin-2-yl]-2,8-diazaspiro[3.5]nonane-8-carboxylate C1(CCCC1)C1=CC(=NN1)NC1=NC(=NC=C1)N1CC2(C1)CCCN(C2)C(=O)OC(C)(C)C